BrC=1SC=C(C1CC(C(=O)OC)N(C)C(=O)OC(C)(C)C)C(F)(F)F methyl 3-[2-bromo-4-(trifluoromethyl)-3-thienyl]-2-[tert-butoxycarbonyl(methyl)amino]propanoate